C(CC(=O)C)(=O)OC methyl acetoacetate